5-(5-((1S,2S)-2-(difluoromethyl)cyclopropyl)-6-(prop-1-yne-1-yl)pyridazin-3-yl)pyrimidine-2,4(1H,3H)-dione FC([C@@H]1[C@H](C1)C=1C=C(N=NC1C#CC)C=1C(NC(NC1)=O)=O)F